rel-Tert-butyl ((2-((4-formyl-2-hydroxyphenoxy)methyl)cyclopropyl)methyl)carbamate C(=O)C1=CC(=C(OCC2C(C2)CNC(OC(C)(C)C)=O)C=C1)O